CN(C1=CC2=C(C=C(O2)C(=O)NS(=O)(=O)C2=C(C=CC(=C2)C)OCC)C=C1)C 6-(Dimethylamino)-N-(2-ethoxy-5-methylbenzene-1-sulfonyl)-1-benzofuran-2-carboxamide